C(CC)OC1=C(C=CC=C1)SC=1C=C2C(=CNC2=CC1)C1CCN(CC1)CCC 5-(2-propoxyphenyl)thio-3-(1-propylpiperidin-4-yl)-1H-indole